(S)-(3-((dimethylamino)methyl)-3-fluoroazetidin-1-yl)(1-(4-fluorophenyl)-3,4-dihydroisoquinolin-2(1H)-yl)methanone CN(C)CC1(CN(C1)C(=O)N1[C@H](C2=CC=CC=C2CC1)C1=CC=C(C=C1)F)F